[C@H]12CN(C[C@H](CC1)N2)C=2C1=C(N=C(N2)OCC23CCCN3CCC2)CN(CC1)C1=CC(=CC2=CC=CC=C12)Br 4-((1R,5S)-3,8-diazabicyclo[3.2.1]octan-3-yl)-7-(3-bromonaphthalen-1-yl)-2-((hexahydro-1H-pyrrolizin-7a-yl)methoxy)-5,6,7,8-tetrahydropyrido[3,4-d]pyrimidine